C1(CC1)CNC=1C=C(C=CC1C(=O)OC)[C@@H]1N(CCN(C1)CC(F)F)CC1=C2C=CN(C2=C(C=C1OC)C)C(=O)OC(C)(C)C tert-butyl (S)-4-((2-(3-((cyclopropylmethyl)amino)-4-(methoxycarbonyl)phenyl)-4-(2,2-difluoroethyl)piperazin-1-yl)methyl)-5-methoxy-7-methyl-1H-indole-1-carboxylate